C[C@H]1CC[C@@H](N(C1)C(C(=O)NC=1C=C(C=NC1)C(=O)N)=O)C1=CC2=C(NN=C2)S1 5-[[2-[(2R,5S)-5-methyl-2-(1H-thieno[2,3-c]pyrazol-5-yl)-1-piperidyl]-2-oxo-acetyl]amino]pyridine-3-carboxamide